3-cyano-4-iodobenzenesulfonamide C(#N)C=1C=C(C=CC1I)S(=O)(=O)N